N-(pyridin-2-yl)-acetamide N1=C(C=CC=C1)NC(C)=O